3-methylsulfanylpropan-1-ol CSCCCO